(3aR,4R,6aR)-4-{4-aminopyrrolo[2,1-f][1,2,4]triazin-7-yl}-6-(hydroxymethyl)-2,2-dimethyl-dihydro-3aH-furo[3,4-d][1,3]dioxole-4-carbonitrile NC1=NC=NN2C1=CC=C2[C@@]2(OC([C@H]1OC(O[C@H]12)(C)C)CO)C#N